3-(trifluoromethyl)benzamide diethyl-(2-((2-hydroxyethyl)amino)-2-oxoethyl)phosphonate C(C)OP(OCC)(=O)CC(=O)NCCO.FC(C=1C=C(C(=O)N)C=CC1)(F)F